2,4-dimethoxy-N-(5-(pyridin-2-yloxy)-3,4-dihydro-2H-chromeno[8,7-d]isoxazol-9-yl)pyridine-3-sulfonamide COC1=NC=CC(=C1S(=O)(=O)NC1=NOC=2C1=C1OCCCC1=C(C2)OC2=NC=CC=C2)OC